ALPHA-METHYL-L-PROLINE C[C@@]1(NCCC1)C(=O)O